(S)-5-Benzyl-N-(1-methyl-9,9-dioxido-2-oxo-1,2,3,4,5,10-hexahydro-8H-thieno[3',4':3,4]pyrazolo[1,5-a][1,3]diazepin-3-yl)-4H-1,2,4-triazol-3-carboxamid C(C1=CC=CC=C1)C=1NC(=NN1)C(=O)N[C@@H]1C(N(C=2N(CC1)N=C1C2CS(C1)(=O)=O)C)=O